COC1=C(CNC2=NC(=NC=C2C(=O)N)NC=2C=NN(C2)C)C=C(C=C1)OC 4-[(2,5-dimethoxy-benzyl)amino]-2-[(1-methyl-1H-pyrazol-4-yl)amino]pyrimidin-5-carboxamide